naphthcoronene C1=CC2=CC=C3C=CC4=CC=C5C=CC6=C7C(=C1C1=C6C5=C4C3=C21)C=CC2=CC=CC=C27